BrC1=C2CCN([C@@H](C2=C(C=C1)OC(C)C=1N=NN(C1)C)CN1C(C2=CC=CC=C2C1)=O)C(=O)[C@H]1[C@H](CCCC1)C(=O)O (1S,2r)-2-((1S)-5-bromo-8-(1-(1-methyl-1H-1,2,3-triazol-4-yl)ethoxy)-1-((1-oxoisoindolin-2-yl)methyl)-1,2,3,4-tetrahydroisoquinoline-2-carbonyl)cyclohexane-1-carboxylic acid